N-(2-chloro-3-(3'-chloro-6-methoxy-5-((((5-oxopyrrolidin-2-yl)methyl)amino)methyl)-[2,4'-bipyridin]-2'-yl)phenyl)-5-(((S)-3-hydroxypyrrolidin-1-yl)methyl)picolinamide ClC1=C(C=CC=C1C1=NC=CC(=C1Cl)C1=NC(=C(C=C1)CNCC1NC(CC1)=O)OC)NC(C1=NC=C(C=C1)CN1C[C@H](CC1)O)=O